C1(CCCC1)N1CCC(CC1)NC1=C2C(=NC3=CC(=C(N=C13)OC)OC)CCCCC2 1-cyclopentyl-N-{2,3-dimethoxy-6H,7H,8H,9H,10H-cyclohepta[b]1,5-naphthyridin-11-yl}piperidin-4-amine